ClC1=C(C=CC=C1Cl)C1=NC=C2N1C=C(N=C2N2CCC(CC2)(N)C)C 1-(3-(2,3-dichlorophenyl)-6-methylimidazo[1,5-a]pyrazin-8-yl)-4-methylpiperidin-4-amine